5-[(1,3-dioxo-2-propanoyl-2,3-dihydro-1H-inden-5-yl)sulfonyl]-2-propanoyl-2,3-dihydro-1H-indene-1,3-dione O=C1C(C(C2=CC(=CC=C12)S(=O)(=O)C=1C=C2C(C(C(C2=CC1)=O)C(CC)=O)=O)=O)C(CC)=O